C1(CCCCC1)COC1=C(C=C(C=C1)NC1=NC=C(C(=N1)NC=1C=CC2=C(NC(O2)=O)C1)C)C(F)(F)F 5-[2-(4-Cyclohexylmethoxy-3-trifluoromethyl-phenylamino)-5-methyl-pyrimidin-4-ylamino]-3H-benzooxazol-2-one